4-(3-methyl-5-oxo-2,5-dihydro-1H-pyrazol-1-yl)-N-[(1R,3S)-3-{[2-(trifluoromethyl)quinolin-4-yl]amino}cyclohexyl]benzamide CC=1NN(C(C1)=O)C1=CC=C(C(=O)N[C@H]2C[C@H](CCC2)NC2=CC(=NC3=CC=CC=C23)C(F)(F)F)C=C1